[2-(methyl-pyridin-2-yl)5,6-dihydro-4H-pyrrolo[1,2-b]pyrazol-3-yl]-quinolin-7-ol CC=1C(=NC=CC1)C=1C(=C2N(N1)CCC2)C2=NC1=CC(=CC=C1C=C2)O